1-(2-bromothiazol-5-yl)ethan-1-one methyl-5-(5-carbamoyl-2-((7-chloro-2-(2,2,2-trifluoroacetyl)-1,2,3,4-tetrahydroisoquinolin-6-yl)amino)pyrimidin-4-yl)thiophene-3-carboxylate COC(=O)C1=CSC(=C1)C1=NC(=NC=C1C(N)=O)NC=1C=C2CCN(CC2=CC1Cl)C(C(F)(F)F)=O.BrC=1SC(=CN1)C(C)=O